ClC1=C(C=C(C=C1)NC(=O)N1CC2C(C1)CC(C2)(C2=CC=CC=C2)O)C(F)(F)F N-[4-chloro-3-(trifluoromethyl)phenyl]-5-hydroxy-5-phenyl-octahydrocyclopenta[c]pyrrole-2-carboxamide